C(#N)C=1C=C(C=CC1)C=1N=C(SC1C1=CC(=NC(=C1)CC)CC)NC(=O)N1[C@H](CC1)C(C)(C)O (2R)-N-[4-(3-cyanophenyl)-5-(2,6-diethyl-4-pyridyl)thiazol-2-yl]-2-(1-hydroxy-1-methyl-ethyl)azetidine-1-carboxamide